7-chloro-2,6-naphthyridin ClC1=NC=C2C=CN=CC2=C1